C[Si]1(N([Si](CC1)(C)C)CCNCCN1[Si](CC[Si]1(C)C)(C)C)C bis[(2,2,5,5-tetramethyl-1-aza-2,5-disilacyclopent-1-yl)ethyl]amine